CC1=NNC(=C1[BH-](C=1C(=NNC1C)C)C=1C(=NNC1C)C)C.[K+] potassium tris(3,5-dimethylpyrazolyl)borohydride